O1CC=CC(=CC2=C1C=CC=C2)CCO benzoxocin-5-ethanol